6-(2-chloro-6-fluorophenyl)-2-({2-[(2-fluoroethyl)amino]-2,3-dihydro-1H-inden-5-yl}amino)imidazo[1,2-a]pyrimido[5,4-e]pyrimidin-5(6H)-one ClC1=C(C(=CC=C1)F)N1C=2N(C3=C(C1=O)C=NC(=N3)NC=3C=C1CC(CC1=CC3)NCCF)C=CN2